2-[6-[2-(1-tert-butoxycarbonyl-4-piperidyl)-1-oxo-6-isoquinolyl]-2-methyl-imidazo[1,2-b]pyridazin-8-yl]acetic acid C(C)(C)(C)OC(=O)N1CCC(CC1)N1C(C2=CC=C(C=C2C=C1)C=1C=C(C=2N(N1)C=C(N2)C)CC(=O)O)=O